C1(=CC=CC2=CC=CC=C12)CC(=O)[O-].[K+] potassium naphthylacetate salt